CC=1N(C(=CC1)C)C1=NC2=C(N1C)C=CC(=C2)C=NC2=C(C1=CC=CC=C1C=C2)C#N 2-[[2-(2,5-dimethylpyrrol-1-yl)-1-methyl-benzimidazol-5-yl]methyleneamino]naphthalene-1-carbonitrile